methyl N-[5-[8-acetamido-6-[ethyl-(4-fluoro-3-methoxy-phenyl)carbamoyl]imidazo[1,2-a]pyrazin-3-yl]-2-pyridyl]carbamate C(C)(=O)NC=1C=2N(C=C(N1)C(N(C1=CC(=C(C=C1)F)OC)CC)=O)C(=CN2)C=2C=CC(=NC2)NC(OC)=O